7-(3-chloro-1-isopropyl-1H-indazol-5-ylmethoxy)-4-methyl-2H-chromene-3-carbaldehyde ClC1=NN(C2=CC=C(C=C12)COC1=CC=C2C(=C(COC2=C1)C=O)C)C(C)C